BrC=1C=C(C=C2C=NN(C12)C)I 7-bromo-5-iodo-1-methyl-indazole